Cl.CC1=CN=CC=2N=CNC(C21)=O 5-methylpyrido[3,4-d]Pyrimidin-4(3H)-one hydrochloride